(6-bromopyridine-2-yl)(1-methylpiperidine-4-yl)methanone BrC1=CC=CC(=N1)C(=O)C1CCN(CC1)C